3-methoxy-4-{[3-(4-{[(1S,4S)-4-{2-oxa-6-azaspiro[3.3]heptan-6-yl}cyclohexyl]amino}-1-(2,2,2-trifluoroethyl)-1H-indol-2-yl)prop-2-yn-1-yl]amino}benzene-1-sulfonamide COC=1C=C(C=CC1NCC#CC=1N(C2=CC=CC(=C2C1)NC1CCC(CC1)N1CC2(COC2)C1)CC(F)(F)F)S(=O)(=O)N